COC1=C(C=NC(=C1)C(F)(F)F)[C@H]1[C@@H](O[C@]([C@H]1C)(C(F)(F)F)C)C(=O)NC1=CC(=NC=C1)C(=O)N |r| rac-(2R,3S,4S,5R)-4-[[3-[4-methoxy-6-(trifluoromethyl)-3-pyridyl]-4,5-dimethyl-5-(trifluoromethyl)tetrahydrofuran-2-carbonyl]amino]pyridine-2-carboxamide